C(CCC)C1C(=O)OCCCCCCCC1 butyl-decanolactone